[Fe].[Mn].[Zn] zinc-manganese iron